N[C@H](C(=O)O)CC(C)(C)C.C1(C=CC(N1C1=CC=C(OC=2C=C(C)C=C(C2)OC2=CC=C(C=C2)N2C(C=CC2=O)=O)C=C1)=O)=O 3,5-bis(4-maleimidophenoxy)toluene (S)-2-amino-4,4-dimethylvalerate